tris(ethylmethylamino)(methylcyclopentadienyl)hafnium C(C)N(C)[Hf](C1(C=CC=C1)C)(N(CC)C)N(CC)C